FC=1C=C(CC2=CC=C(CC3=NOC(=C3)C=3C(=NC=CC3)N)C=C2)C=C(C1)OC 3-(3-(4-(3-fluoro-5-methoxybenzyl)benzyl)isoxazol-5-yl)pyridin-2-amine